isopropyl cis-3-((methylsulfonyl)amino)-2-(3-(pyrimidin-2-yl)benzyl)piperidine-1-carboxylate CS(=O)(=O)N[C@@H]1[C@@H](N(CCC1)C(=O)OC(C)C)CC1=CC(=CC=C1)C1=NC=CC=N1